CC1(CCN(CC1)C(=O)OC(C)(C)C)C(=O)[O-] 1-(tert-butyl) 4-methylpiperidine-1,4-dicarboxylate